N1(CCCC2=NC=CC=C12)C=O (3,4-dihydro-1,5-naphthyridin-1(2H)-yl)methanone